(1-(4-(hydroxymethyl)-2-methoxybenzyl)-7-(((5-methyl-1,2,4-oxadiazol-3-yl)methyl)amino)-1H-pyrazolo[4,3-d]Pyrimidin-5-yl)carbamic acid methyl ester COC(NC=1N=C(C2=C(N1)C=NN2CC2=C(C=C(C=C2)CO)OC)NCC2=NOC(=N2)C)=O